monosodium N-lauroylglutamate C(CCCCCCCCCCC)(=O)N[C@@H](CCC(=O)O)C(=O)[O-].[Na+]